FC=1C(=C(C=C(C1)C1=NOC(=N1)[C@H]1[C@@H](C1)F)NC(=O)C1=CN=C2N1C=CC=C2)C N-(3-fluoro-5-(5-((1S,2R)-2-fluorocyclopropyl)-1,2,4-oxadiazol-3-yl)-2-methylphenyl)imidazo[1,2-a]pyridine-3-carboxamide